C\C(=C/COC1=C2C=CC(OC2=CC(=C1)OC)=O)\CCC=C(C)C 5-[(2E)-3,7-dimethylocta-2,6-dienoxy]-7-methoxychromen-2-one